NN1CCC(CC1)CCN1CCN(CC1)C1=CC2=C(N(C(N2C)=O)C2C(NC(CC2)=O)=O)C=C1 3-(5-(4-(2-(1-aminopiperidin-4-yl)ethyl)piperazin-1-yl)-3-methyl-2-oxo-2,3-dihydro-1H-benzo[d]imidazol-1-yl)piperidine-2,6-dione